3-[3-ethyl-4-(3H-imidazo[4,5-b]pyridin-7-yloxy)phenyl]-1-[3-(trifluoromethoxy)phenyl]-2,4-imidazolidinedione C(C)C=1C=C(C=CC1OC1=C2C(=NC=C1)NC=N2)N2C(N(CC2=O)C2=CC(=CC=C2)OC(F)(F)F)=O